ClC=1C=C(C(=NC1OC)OC1CN(C1)C(=O)OC(C)(C)C)[N+](=O)[O-] tert-butyl 3-((5-chloro-6-methoxy-3-nitropyridin-2-yl)oxy)azetidine-1-carboxylate